ClC=1C=C(C=CC1C1(CC1)OC)C(=O)[C@@H]1[C@H](C1)C=1N=NNN1 5-[(1S,2S)-2-{[3-chloro-4-(1-methoxycyclopropyl)phenyl]carbonyl}cyclopropyl]-2H-1,2,3,4-tetrazole